4-bromo-5-fluoro-2-iodobenzaldehyde BrC1=CC(=C(C=O)C=C1F)I